4-[(2S)-2-(methylamino)-3-[(3R)-3-phenyl-3-[1-(trifluoromethyl)cyclopropyl]propanamido]propyl]benzamide CN[C@@H](CC1=CC=C(C(=O)N)C=C1)CNC(C[C@@H](C1(CC1)C(F)(F)F)C1=CC=CC=C1)=O